(5S)-5-(3-(5-chloro-1-methyl-6-(trifluoromethyl)isoindolin-2-yl-3,3-d2)-3-oxopropyl)-5-cyclopropylimidazole-2,4-dione ClC=1C=C2C(N(C(C2=CC1C(F)(F)F)C)C(CC[C@@]1(C(NC(N1)=O)=O)C1CC1)=O)([2H])[2H]